F[P-](F)(F)(F)(F)F.N1(N=NC2=C1C=CC=C2)O[P+](N2CCCC2)(N2CCCC2)N2CCCC2 benzotriazol-1-yloxy-tripyrrolidino-phosphonium hexa-fluorophosphate